(R)-N2-(3-chloro-4-fluorophenyl)-N4-(1-cyclopropylethyl)-8-morpholinoquinazoline-2,4-diamine ClC=1C=C(C=CC1F)NC1=NC2=C(C=CC=C2C(=N1)N[C@H](C)C1CC1)N1CCOCC1